F[C@@H]1CCN(C1)C1=NC(=C2N=CN(C2=N1)C)NC=1C(=NN(C1)C)OC (3R,4R)-4-fluoro-1-(6-((3-methoxy-1-methyl-1H-pyrazol-4-yl)amino)-9-methyl-9H-purin-2-yl)pyrrolidine